C1(=CC=CC=C1)P(C(C1=C(C=C(C=C1C)C)C)=O)(C(C1=C(C=C(C=C1C)C)C)=O)=O Phenylbis(2,4,6-trimethylbenzoyl)-phosphin oxide